1,4-Benzenediamine C1(=CC=C(C=C1)N)N